NC=1C=C2C(N(C=NC2=CC1)C(COC)CC)=O 6-amino-3-(1-methoxybutan-2-yl)quinazolin-4(3H)-one